C(C=C)OC=1C=C(C=C(C1)C(=O)O)C(=O)O 5-(2-propen-1-oxy)-1,3-benzenedicarboxylic acid